benzene [tetrakis(perfluorophenyl) borate] FC1=C(C(=C(C(=C1F)F)F)F)[B-](C1=C(C(=C(C(=C1F)F)F)F)F)(C1=C(C(=C(C(=C1F)F)F)F)F)C1=C(C(=C(C(=C1F)F)F)F)F.C1=CC=CC=C1